COC1=CC=C(CC2(C(=O)NC3=CC(=C(C(=C3)OC)OC)OC)CC=C(C(=O)NC3=CC=C(C=C3)C(F)(F)F)C=C2)C=C1 1-(4-methoxybenzyl)-N4-(4-(trifluoromethyl)phenyl)-N1-(3,4,5-trimethoxyphenyl)terephthalamide